NC(=S)OCC THIONOURETHANE